(E)-5-(3-(4-(difluoromethyl)phenyl)acryloyl)-4-methylthieno[2,3-b]pyridin-6(7H)-one FC(C1=CC=C(C=C1)/C=C/C(=O)C1=C(C2=C(NC1=O)SC=C2)C)F